(3R,4R)-4-(((7-(((4-Cyclopropylthiazol-2-yl)methyl)amino)-3-isopropylpyrazolo[1,5-a]pyrimidin-5-yl)amino)methyl)piperidin-3-ol C1(CC1)C=1N=C(SC1)CNC1=CC(=NC=2N1N=CC2C(C)C)NC[C@@H]2[C@H](CNCC2)O